(E)-2-(2-(pyridin-4-ylmethylene)hydrazino)pyridine N1=CC=C(C=C1)\C=N\NC1=NC=CC=C1